1-methyl-4-(4-methylpent-3-en-1-yl)cyclohex-3-eneformaldehyde CC1(CC=C(CC1)CCC=C(C)C)C=O